(3Z)-1-acetyl-5-bromo-3-[[3-[tert-butyl(dimethyl)silyl]oxyphenyl]-methoxy-methylene]indolin-2-one C(C)(=O)N1C(\C(\C2=CC(=CC=C12)Br)=C(/OC)\C1=CC(=CC=C1)O[Si](C)(C)C(C)(C)C)=O